tert-butyl (s)-4-(5-((7-((1-((tert-butyldiphenyl-silyl)oxy)hexan-3-yl)amino)-5-((methoxycarbonyl)amino)-1H-pyrazolo[4,3-d]pyrimidin-1-yl)methyl)pyridin-2-yl)piperidine-1-carboxylate C(C)(C)(C)[Si](OCC[C@H](CCC)NC=1C2=C(N=C(N1)NC(=O)OC)C=NN2CC=2C=CC(=NC2)C2CCN(CC2)C(=O)OC(C)(C)C)(C2=CC=CC=C2)C2=CC=CC=C2